O=C1C(=CC(C2=CC=CC=C12)=O)N[C@@H](C(=O)NC1=CC=C(C=C1)C(F)(F)F)CC1=CC=CC=C1 (R)-2-((1,4-dioxo-1,4-dihydronaphthalen-2-yl)amino)-3-phenyl-N-(4-(trifluoromethyl)phenyl)-propanamide